COC(C(=O)N(C(C)C1=CC=NC=C1)CC=1C=CC2=C(N=CS2)C1)=O 2-((Benzo[d]thiazol-5-ylmethyl)(1-(pyridin-4-yl)ethyl)amino)-2-oxoacetic acid methyl ester